5-{4-[4-(4-methoxybutoxy)phenyl]phenyl}phenol COCCCCOC1=CC=C(C=C1)C1=CC=C(C=C1)C=1C=CC=C(C1)O